[Cl-].CC1=C(C(=CC(=C1)C)C)[N+]1=CNC=C1 3-(2,4,6-trimethylphenyl)imidazolium chloride